2-[(3R)-3-benzyloxybutoxy]ethyl-4-methylbenzenesulfonate C(C1=CC=CC=C1)O[C@@H](CCOCCOS(=O)(=O)C1=CC=C(C=C1)C)C